COC1=C(NCC#CC=2C=C(C3=C(N(C=N3)CC(F)(F)F)C2)C(=O)O)C=CC(=C1)C(NC)=O 6-[3-[2-methoxy-4-(methylcarbamoyl)anilino]prop-1-ynyl]-1-(2,2,2-trifluoroethyl)benzimidazole-4-carboxylic acid